ClC1=CC=C(C=C1)N(C1C2=C(C=3N(CC1)N=NC3C)C=CC(=C2)C=2C=NN(C2)C)C N-(4-chlorophenyl)-N,1-dimethyl-9-(1-methyl-1H-pyrazol-4-yl)-6,7-dihydro-5H-benzo[c][1,2,3]triazolo[1,5-a]azepin-7-amine